O1CC(CC1)CC1NCC12CNC2 ((tetrahydrofuran-3-yl)methyl)-2,6-diazaspiro[3.3]heptane